FC(C=1C=NN(C1)C(C)C1CCNCC1)(F)F 4-[1-[4-(Trifluoromethyl)pyrazol-1-yl]ethyl]piperidine